4-(4-fluorophenyl)-benzamide FC1=CC=C(C=C1)C1=CC=C(C(=O)N)C=C1